COC=1C=CC2=C(N=C(O2)NC2=C(C=C(C=C2)N)OC)C1 N1-(5-methoxybenzo[d]oxazol-2-yl)-2-methoxybenzene-1,4-diamine